6-(Phenylmethoxy)-8-fluoro-7-[(2-methoxy-2-oxoethyl)amino]-3,4-dihydroisoquinoline-2(1H)-carboxylic acid tert-butyl ester C(C)(C)(C)OC(=O)N1CC2=C(C(=C(C=C2CC1)OCC1=CC=CC=C1)NCC(=O)OC)F